BrC1=CC(=C(C(=O)NC2CC2)C(=C1)NC)OC(F)F 4-bromo-N-cyclopropyl-2-(difluoromethoxy)-6-(methylamino)benzamide